C1(CC1)CS(=O)(=O)N (cyclopropylmethyl)sulfonamide